Propan-2-yl (1,2-benzoxazol-3-yl)methanesulfonate O1N=C(C2=C1C=CC=C2)CS(=O)(=O)OC(C)C